O=C1N(C2=CC(=CC(=C2C12CC2)CC(=O)OC)B2OC(C(O2)(C)C)(C)C)C2CCOCC2 Methyl 2-(2'-oxo-1'-(tetrahydro-2H-pyran-4-yl)-6'-(4,4,5,5-tetramethyl-1,3,2-dioxaborolan-2-yl)spiro[cyclopropane-1,3'-indolin]-4'-yl)acetate